FC(COC1=C(C(=CC=C1)C(F)(F)F)S(=O)(=O)Cl)F (2',2'-difluoroethoxy)-6-trifluoromethylbenzenesulfonyl chloride